(1R,2S,5R)-11-hydroxy-3,6,9-trioxaundecanoate OCCOCCOCCOCC(=O)[O-]